[H-].CC1C(N(CCC1)C)(C)C Tetramethyl-piperidine hydride